FC=1C=CC2=C(OC3=C2C=CC(=C3F)C3=CCC(CC3)C3CCC(CC3)CCC)C1F 3,4,6-Trifluoro-7-[4-(4-propylcyclohexyl)cyclohex-1-enyl]dibenzofuran